2-hydroxy-6-[[(3S)-4-[2-(hydroxymethyl)benzoyl]morpholin-3-yl]methoxy]benzaldehyde OC1=C(C=O)C(=CC=C1)OC[C@H]1N(CCOC1)C(C1=C(C=CC=C1)CO)=O